C1(CC1)NC(=O)C=1C=C(C(=C(C1)C1=NC=C(C(=O)NCC2=CC(=CC=C2)C)C=C1)C)F 6-{5-[(cyclopropylamino)carbonyl]-3-fluoro-2-methylphenyl}-N-(3-methylbenzyl)nicotinamide